methyl((1-((2-(3,5-dichlorophenyl)-6-((5-(4-methylpiperazin-1-yl)pyrazin-2-yl)oxy)pyridin-4-yl)methyl)piperidin-4-yl)methyl)carbamate COC(NCC1CCN(CC1)CC1=CC(=NC(=C1)OC1=NC=C(N=C1)N1CCN(CC1)C)C1=CC(=CC(=C1)Cl)Cl)=O